5-bromo-7-(1,4-dioxaspiro[4.5]decan-8-yl)-4-(1H-1,2,4-triazol-1-yl)imidazo[5,1-f][1,2,4]triazine BrC=1N=C(N2N=CN=C(C21)N2N=CN=C2)C2CCC1(OCCO1)CC2